3-[2-(4-methoxybenzoyl)-1,2,3,4-tetrahydroisoquinolin-5-yl]-5-(1-ethyl-1H-1,2,3-triazol-4-yl)pentanoic acid COC1=CC=C(C(=O)N2CC3=CC=CC(=C3CC2)C(CC(=O)O)CCC=2N=NN(C2)CC)C=C1